N-(2-hydroxyethyl)-4-methoxy-benzenesulfonamide OCCNS(=O)(=O)C1=CC=C(C=C1)OC